NC=1C=CC=C2CN(C(C12)=O)[C@@H](CO)C(C)C (R)-7-amino-2-(1-hydroxy-3-methylbutan-2-yl)isoindolin-1-one